methyl 5-methylthiopyridine-3-carboxylate CC=1C=C(C=NC1)C(=S)OC